C(OCCOCCOC)(OC1=CC=C(C=C1)[N+](=O)[O-])=O 2-(2-methoxyethoxy)ethyl p-nitrophenyl carbonate